C[C@H](CC1=CC(=C(C(=C1)OC)O)OC)[C@H](CC2=CC(=C(C=C2)O)OC)COC(=O)C The molecule is a lignan that is 2,3-dimethylbutyl acetate substituted by a 4-hydroxy-3-methoxyphenyl group at position 1 and a 4-hydroxy-3,5-dimethoxyphenyl group at position 4. It has been isolated from the bark of Machilus robusta. It has a role as a plant metabolite. It is a lignan, a dimethoxybenzene, a member of phenols and an acetate ester.